3-Cyclopropyl-6-Methyl-1-{1-[4-(Trifluoromethyl)Phenyl]Ethyl}-1H,4H,5H-Pyrazolo[3,4-d]Pyrimidin-4-One C1(CC1)C1=NN(C=2N=C(NC(C21)=O)C)C(C)C2=CC=C(C=C2)C(F)(F)F